PIPERIDINYL-AMINE N1(CCCCC1)N